FC1=C(OCC(COS(=O)(=O)C)(F)F)C=CC(=C1F)C1=NNC(CC1C)=O Methanesulfonic acid 3-[2,3-difluoro-4-(4-methyl-6-oxo-4,5-dihydro-1H-pyridazin-3-yl) phenoxy]-2,2-Difluoropropyl ester